C(C)OC([C@@H](COC(C)(C)C)OS(=O)(=O)C(F)(F)F)=O |r| racemic-ethyl-3-tert-butoxy-2-{[(trifluoromethyl)sulfonyl]oxy}propanoate